(9aR,10S)-10-((R)-(4-fluorophenyl)(3-(trifluoromethyl)phenyl)methyl)-4-hydroxy-8,9,9a,10-tetrahydro-7H-pyrrolo[1',2':4,5]pyrazino[1,2-b]pyridazine-3,5-dione FC1=CC=C(C=C1)[C@@H]([C@H]1[C@@H]2N(C(C=3N1N=CC(C3O)=O)=O)CCC2)C2=CC(=CC=C2)C(F)(F)F